C(C)(C)(C)OC(=O)N(C)CC=1C=CC(=NC1OC)C=1C(=C(C=CC1)C1=C(C(=NC=C1)C=1C=C(C=C(C1)OC)CNC[C@H](CC(=O)O)O)Cl)Cl (3S)-4-[[3-[4-[3-[5-[[tert-butoxycarbonyl(methyl)amino]methyl]-6-methoxy-2-pyridyl]-2-chloro-phenyl]-3-chloro-2-pyridyl]-5-methoxy-phenyl]methylamino]-3-hydroxy-butanoic acid